2-(4-(2,6-dioxopiperidin-3-yl)phenyl)acetaldehyde O=C1NC(CCC1C1=CC=C(C=C1)CC=O)=O